2-tert-butoxycarbonyl-2-azaspiro[4.5]decane-3-carboxylic acid C(C)(C)(C)OC(=O)N1CC2(CC1C(=O)O)CCCCC2